(1R)-1-(2-(azidomethyl)-5-fluoro-2-methyl-2,3-dihydrobenzofuran-7-yl)ethan-1-amine N(=[N+]=[N-])CC1(OC2=C(C1)C=C(C=C2[C@@H](C)N)F)C